F[P-](F)(F)(F)(F)F.CN(C)C(N1N=[N+](C2=C1C=CC=C2)[O-])N(C)C 1-[bis(dimethylamino)methyl]-1H-benzotriazol-3-oxide hexafluorophosphate